ClC1=C(C(=C(C=C1OC)OC)Cl)C1=CC2=C(N=C(N=C2)N[C@H]2[C@H](COC2)NC(C=C)=O)C(=N1)C N-((3R,4S)-4-((6-(2,6-dichloro-3,5-di-methoxyphenyl)-8-methylpyrido[3,4-d]pyrimidin-2-yl)amino)tetrahydro-furan-3-yl)acrylamide